cyanoethyl-N,N-diisopropylphosphoramidite C(#N)CCOP([O-])N(C(C)C)C(C)C